FC1=C(C=C(C=C1)C=1N=C(N(C1)COCC[Si](C)(C)C)SC)[N+](=O)[O-] 4-(4-fluoro-3-nitrophenyl)-2-(methylthio)-1-((2-(trimethylsilyl)ethoxy)methyl)-1H-imidazole